8-(1,3-dimethyl-1H-pyrazol-5-yl)-N-((5-fluoro-2,3-dihydrobenzofuran-4-yl)methyl)-2-methoxypyrido[4,3-d]pyrimidin-5-amine CN1N=C(C=C1C1=CN=C(C2=C1N=C(N=C2)OC)NCC2=C(C=CC1=C2CCO1)F)C